1-((1S,4S)-5-(bis(4H-benzo[d][1,3]dioxin-6-yl)methyl)-2,5-diazabicyclo[2.2.1]heptane-2-carbonyl)-1H-benzo[d][1,2,3]triazole-6-carbonitrile O1COCC2=C1C=CC(=C2)C(N2[C@@H]1CN([C@H](C2)C1)C(=O)N1N=NC2=C1C=C(C=C2)C#N)C2=CC1=C(OCOC1)C=C2